4-(dimethoxymethyl)-1-(2-fluoro-4-nitrophenyl)piperidine COC(C1CCN(CC1)C1=C(C=C(C=C1)[N+](=O)[O-])F)OC